4-Nitro-N,N-bis(4-(thiophen-2-yl)phenyl)aniline [N+](=O)([O-])C1=CC=C(N(C2=CC=C(C=C2)C=2SC=CC2)C2=CC=C(C=C2)C=2SC=CC2)C=C1